C(C1=CC=CC=C1)OC=1C=C2C=CC(=C(C2=CC1)OC1=CC=C(OCCN(CCOCCOCCNC(OC(C)(C)C)=O)CC)C=C1)C1=CC=C(C=C1)S(=O)(=O)C tert-butyl (2-(2-(2-((2-(4-((6-(benzyloxy)-2-(4-(methylsulfonyl)phenyl)naphthalen-1-yl)oxy)phenoxy)ethyl)(ethyl)amino)ethoxy)ethoxy)ethyl)carbamate